2-((R)-6-fluoro-6,7-dihydro-5H-pyrrolo[1,2-c]imidazol-1-yl)-N-(thiazol-2-yl)acetamide F[C@@H]1CC=2N(C=NC2CC(=O)NC=2SC=CN2)C1